(±)-(1-benzyl-3-phenyl-pyrrolidin-3-yl)-4,5-dichloro-1-methyl-indole-2-carboxamide C(C1=CC=CC=C1)N1C[C@](CC1)(C1=CC=CC=C1)C1=C(N(C2=CC=C(C(=C12)Cl)Cl)C)C(=O)N |r|